C(C)(C)(C)C=1OC2=C(N1)C=CC(=C2C)OC 2-Tert-butyl-6-methoxy-7-methylbenzo[d]oxazole